FC(C1=C(OCCN(C2(CCOCC2)C(=O)NC2(CC2)C2=CC=C(C(=O)OC)C=C2)C)C=CC=C1)(F)F Methyl 4-[1-[[4-[2-(2-trifluoromethylphenoxy)ethyl-methyl-amino]tetrahydropyran-4-carbonyl]amino]cyclopropyl]benzoate